N-(4-(4-amino-7-(1-methyl-1H-pyrazol-4-yl)-3-(4-((4-methylpyrimidin-2-yl)oxy)phenyl)thieno[3,2-c]pyridin-2-yl)-3-cyanophenyl)methacrylamide NC1=NC=C(C2=C1C(=C(S2)C2=C(C=C(C=C2)NC(C(=C)C)=O)C#N)C2=CC=C(C=C2)OC2=NC=CC(=N2)C)C=2C=NN(C2)C